3-((3-isopropyl-6-methylcyclohex-2-en-1-yl)thio)-N-methylpropanamide C(C)(C)C1=CC(C(CC1)C)SCCC(=O)NC